3-Amino-1-(3,3-difluorocyclobutyl)pyridin-2(1H)-one NC=1C(N(C=CC1)C1CC(C1)(F)F)=O